FC=1C(=C(C=CC1)NC(C1=CN=CC=C1)=O)C(NCCCN1CCOCC1)=O N-(3-fluoro-2-((3-morpholinopropyl)carbamoyl)phenyl)nicotinamide